8-bromo-5-(trifluoromethyl)quinoline BrC=1C=CC(=C2C=CC=NC12)C(F)(F)F